2,3-dimethoxy-5-methylbenzonitrile COC1=C(C#N)C=C(C=C1OC)C